diisodecyl-oxy-pentaerythritol diphosphite OP(O)OP(O)O.C(CCCCCCC(C)C)OC(O)(C(CO)(CO)CO)OCCCCCCCC(C)C